3-bromo-1-(difluoromethyl)-1H-pyrazole BrC1=NN(C=C1)C(F)F